C(C)N(C(CN1N=C(C(=C1)C)NC=1SC(=CN1)C(=O)NC1=C(C(=CC=C1C)OC)C)=O)CCOC 2-[[1-[2-[ethyl(2-methoxyethyl)amino]-2-oxo-ethyl]-4-methyl-pyrazol-3-yl]amino]-N-(3-methoxy-2,6-dimethyl-phenyl)thiazole-5-carboxamide